germirene [GeH2]1C=C1